OCCCCCCN1N=CC(=C1)C(=O)N 1-(6-hydroxyhexyl)-1H-pyrazole-4-Carboxamide